(2S,4S)-4-(tert-butyl)-N-((S)-1-cyano-2-((S)-2-oxopyrrolidin-3-yl)ethyl)-1-(4-methoxy-1H-indole-2-carbonyl)pyrrolidine-2-carboxamide C(C)(C)(C)[C@@H]1C[C@H](N(C1)C(=O)C=1NC2=CC=CC(=C2C1)OC)C(=O)N[C@@H](C[C@H]1C(NCC1)=O)C#N